4-methylsulfonamidoaniline CS(=O)(=O)NC1=CC=C(N)C=C1